COC(C1=CN=C(C=C1)C(=O)NC=1C(=C(C=CC1)C1=C(C(=CC=C1)NC(=O)C1=NC=C(C(=O)OC)C=C1)C)C)=O.BrC=1C=CC(=NC1)OC1CC(C1)(F)F 5-bromo-2-(3,3-difluorocyclobutoxy)pyridine dimethyl-6,6'-(((2,2'-dimethyl-[1,1'-biphenyl]-3,3'-diyl)bis(azanediyl))bis(carbonyl))dinicotinate